2-(4-fluoro-1-naphthyl)-3-(pyridin-4-yl)-4,5,6,7-tetrahydropyrazolo[1,5-a]pyrazin-5-ium chloride [Cl-].FC1=CC=C(C2=CC=CC=C12)C1=NN2C(C[NH2+]CC2)=C1C1=CC=NC=C1